2,3-dihydrobenzofuran-7-amine HCl Cl.O1CCC2=C1C(=CC=C2)N